endo-tert-butyl (1R,5S,7s)-7-hydroxy-3-oxa-9-azabicyclo[3.3.1]nonane-9-carboxylate OC1C[C@H]2COC[C@@H](C1)N2C(=O)OC(C)(C)C